BrC1=C(C(=O)OC)C=C(C(=C1)C=O)F methyl 2-bromo-5-fluoro-4-formylbenzoate